1-[(2R,4R,5R)-5-(hydroxymethyl)-4-[(4-methoxyphenyl)diphenylmethoxy]oxolan-2-yl]-3H-pyrimidine-2,4-dione OC[C@@H]1[C@@H](C[C@@H](O1)N1C(NC(C=C1)=O)=O)OC(C1=CC=CC=C1)(C1=CC=CC=C1)C1=CC=C(C=C1)OC